NC1=NC=2C=CC(=CC2C2=C1C=NN2C)C(=O)N(N(C)C(=O)C2CC2)CC2=C(C=C(C=C2)Cl)F 4-amino-N-(4-chloro-2-fluorobenzyl)-N'-(cyclopropanecarbonyl)-N',1-dimethyl-1H-pyrazolo[4,3-c]quinoline-8-carbohydrazide